COC1=C(C=CC=C1)C1=CC(N(C=C1)C[C@@H]1CCN(CC12CCCC2)C(=O)N2[C@@H](C[C@@H](CC2)NC)C2=CC=CC=C2)=O 4-(2-Methoxyphenyl)-1-(((R)-7-((2S,4R)-4-(methylamino)-2-phenylpiperidine-1-carbonyl)-7-azaspiro[4.5]decan-10-yl)methyl)pyridin-2(1H)-one